4-(4-acryloylpiperazin-1-yl)-5-fluoro-2,3-dimethyl-1H-indole-7-carboxamide C(C=C)(=O)N1CCN(CC1)C1=C2C(=C(NC2=C(C=C1F)C(=O)N)C)C